C(C1=CC=CC=C1)OC1N=C(C2=C(N1)C=CN2C)N(C)C 2-(benzyloxy)-N,N,5-trimethyl-2,5-dihydro-1H-pyrrolo[3,2-d]pyrimidin-4-amine